diallyl-methyl-ammonium acetate C(C)(=O)[O-].C(C=C)[NH+](C)CC=C